FC=1C=CC(=C(C1)C1=CC2=C(N(C(N2C)=O)[C@H](CS(=O)(=O)C)C2=NC(=C(C=C2)OC)OCC)C=C1)C (S)-5-(5-fluoro-2-methylphenyl)-1-(1-(6-ethoxy-5-methoxypyridin-2-yl)-2-(methylsulfonyl)ethyl)-3-methyl-1H-benzo[d]imidazol-2(3H)-one